C(C)[C@]1(NCCCC1)C(=O)O (R)-2-ethylpiperidine-2-formic acid